COC=1C=C(C=CC1OCC#C)NC1=C(C=2N=C(C=NC2C=C1)N1CCOCC1)C#N 6-((3-methoxy-4-(prop-2-yn-1-yloxy)phenyl)amino)-3-morpholinoquinoxaline-5-carbonitrile